FC=1C=C(C=O)C(=CC1O)O 3-fluoro-4,6-dihydroxybenzaldehyde